isopropyl (S)-4-amino-3-hydroxybutanoate NC[C@H](CC(=O)OC(C)C)O